N-(2,2-dimethylcyclobutyl)-2-(isothiazol-4-ylamino)-5-methyl-thiazole-4-carboxamide CC1(C(CC1)NC(=O)C=1N=C(SC1C)NC=1C=NSC1)C